2-(3,4-dimethoxyphenyl)-2,2-difluoro-N-(4-fluorophenyl)acetamide (Z)-Methyl-1-(3-(3-(3,5-bis(trifluoromethyl)phenyl)-1H-1,2,4-triazol-1-yl)acryloyl)-3-fluoroazetidine-3-carboxylate COC(=O)C1(CN(C1)C(\C=C/N1N=C(N=C1)C1=CC(=CC(=C1)C(F)(F)F)C(F)(F)F)=O)F.COC=1C=C(C=CC1OC)C(C(=O)NC1=CC=C(C=C1)F)(F)F